C(OC\C=C\CCC)([O-])[O-] (2E)-2-hexenyl orthoformate